N-tert-butyl-8-(5-carbamoyl-2-fluorophenyl)-1-(3,5-dichlorophenyl)-7-methoxy-N-methyl-1,4-dihydrochromeno[4,3-c]pyrazole-3-carboxamide C(C)(C)(C)N(C(=O)C=1C2=C(N(N1)C1=CC(=CC(=C1)Cl)Cl)C=1C=C(C(=CC1OC2)OC)C2=C(C=CC(=C2)C(N)=O)F)C